3-(((4-(2-((6-(5-cyano-1H-pyrazol-4-yl)-1H-indazol-4-yl)oxy)ethoxy)butyl)amino)methyl)-5-(trifluoromethoxy)benzamide C(#N)C1=C(C=NN1)C1=CC(=C2C=NNC2=C1)OCCOCCCCNCC=1C=C(C(=O)N)C=C(C1)OC(F)(F)F